Methyl (3S)-1-[2-(1-tritylimidazol-4-yl)ethyl]pyrrolidine-3-carboxylate C(C1=CC=CC=C1)(C1=CC=CC=C1)(C1=CC=CC=C1)N1C=NC(=C1)CCN1C[C@H](CC1)C(=O)OC